1-(4-(2-(hydroxymethyl)-6-(morpholine-4-carbonyl)quinolin-4-yl)piperazin-1-yl)ethan-1-one OCC1=NC2=CC=C(C=C2C(=C1)N1CCN(CC1)C(C)=O)C(=O)N1CCOCC1